C(CC)S(=O)(=O)N 1-propanesulfonamide